1-((6-hydroxy-5'-methyl-4-pentyl-2'-(prop-1-en-2-yl)-[1,1'-biphenyl]-2-yl)oxy)ethyl (2-methoxyethyl) carbonate C(OC(C)OC1=C(C(=CC(=C1)CCCCC)O)C1=C(C=CC(=C1)C)C(=C)C)(OCCOC)=O